4-phenyl-6-(spiro[fluorene-9,8'-indeno[2,1-b]furan]-2-yl)-1,3,5-triazine C1(=CC=CC=C1)C1=NC=NC(=N1)C1=CC2=C(C=C1)C1=CC=CC=C1C21C=2C=CC=CC2C2=C1OC=C2